NN1C(=NC(=C1C(N)=O)C1=CC=C(C=C1)C(NC1=NC=CC(=C1)C)=O)[C@H]1N(CCCC1)C(=O)OC(C)(C)C tert-butyl (S)-2-(1-amino-5-carbamoyl-4-(4-((4-methylpyridin-2-yl)carbamoyl)phenyl)-1H-imidazol-2-yl)piperidine-1-carboxylate